C1N(CCC2=CC=CC=C12)S(=O)(=O)C1=CC=C(C=C1)NC(=O)NCC1=CN=CS1 1-[4-(3,4-Dihydro-1H-isoquinoline-2-sulfonyl)-phenyl]-3-thiazol-5-ylmethyl-urea